ClC=1C=C(C=CC1)C=1C(NC2=CC=CC=C2N1)=O 3-(3-chlorophenyl)quinoxalin-2(1H)-one